[(1S,2S,3R)-4-(3-cyano-5-fluoro-phenoxy)-2,3-difluoro-7-methylsulfonyl-indan-1-yl]acetate C(#N)C=1C=C(OC2=C3[C@H]([C@H]([C@H](C3=C(C=C2)S(=O)(=O)C)CC(=O)[O-])F)F)C=C(C1)F